Tert-butyl (1,2,3,5,6,7-hexahydrodicyclopenta[b,e]pyridin-8-yl)carbamate C1CCC2=NC3=C(C(=C21)NC(OC(C)(C)C)=O)CCC3